potassium dihydrogen phosphate salt P(=O)(O)(O)[O-].[K+]